(1-Ethyl-4-fluoro-7-methoxy-1H-indazol-6-yl)carbamic acid tert-butyl ester C(C)(C)(C)OC(NC1=CC(=C2C=NN(C2=C1OC)CC)F)=O